4-((7,8-dimethoxy-1H-imidazo[4,5-c]quinolin-1-yl)methyl)piperidine-1-sulfonamide COC=1C(=CC=2C3=C(C=NC2C1)N=CN3CC3CCN(CC3)S(=O)(=O)N)OC